The molecule is a monocarboxylic acid that is acetic acid in which one of the methyl hydrogens is substituted by a 4-hydroxyphenyl group. It has a role as a plant metabolite, a fungal metabolite, a human metabolite and a mouse metabolite. It is a monocarboxylic acid and a member of phenols. It derives from an acetic acid. It is a conjugate acid of a 4-hydroxyphenylacetate. C1=CC(=CC=C1CC(=O)O)O